1-(2-amino-3-bromophenyl)-1-(2-chlorophenyl)ethan-1-ol NC1=C(C=CC=C1Br)C(C)(O)C1=C(C=CC=C1)Cl